O=C1N(CC2=CC(=CC=C12)N1CCC(CC1)OC1CCNCC1)[C@@H]1C(NC(CC1)=O)=O (3S)-3-{1-oxo-5-[4-(piperidin-4-yloxy)piperidin-1-yl]-3H-isoindol-2-yl}piperidine-2,6-dione